1-((S)-2-hydroxy-1-(6-((1r,5S)-2-oxo-3-azabicyclo[3.1.0]Hexane-3-yl)pyridin-3-yl)ethyl)-1H-1,2,3-triazole-4-carboxamide OC[C@H](C=1C=NC(=CC1)N1C([C@@H]2C[C@@H]2C1)=O)N1N=NC(=C1)C(=O)N